aluminum bis(methyl acetate) CCC(=O)[O-].CCC(=O)[O-].[Al+2]